COC1=CC=C(C=C1)C(Cl)(C1=CC=CC=C1)C1=CC=CC=C1 4-methoxyphenyl-(diphenyl)chloromethane